3-isopropylfuran-2,5(3H,4H)-dione C(C)(C)C1C(OC(C1)=O)=O